NC(C(C(CC1C(NC2(C1)CCCCC2)=O)NC([C@H](CC2CCCCC2)NC(=O)C=2NC1=CC=CC=C1C2)=O)=O)=O N-((2S)-1-((4-amino-3,4-dioxo-1-(2-oxo-1-azaspiro[4.5]decan-3-yl)butan-2-yl)amino)-3-cyclohexyl-1-oxopropan-2-yl)-1H-indole-2-carboxamide